3-(2-bromo-8-chloro-[1,2,4]triazolo[1,5-a]pyrazin-6-yl)benzonitrile BrC1=NN2C(C(=NC(=C2)C=2C=C(C#N)C=CC2)Cl)=N1